trihexyl(tetradecyl)phosphonium bis[(trifluoromethyl)sulfonyl]imide [N-](S(=O)(=O)C(F)(F)F)S(=O)(=O)C(F)(F)F.C(CCCCC)[P+](CCCCCCCCCCCCCC)(CCCCCC)CCCCCC